OC1C(OCCC1)(O)O trihydroxytetrahydro-2H-pyran